1-isocyanato-3,5,5-trimethyl-3-isocyanato-methylcyclohexane N(=C=O)C1(CC(CC(C1)(C)C)(N=C=O)C)C